Vinyl-tris(methoxy)silane C(=C)[Si](OC)(OC)OC